ClCC(C(C)=O)=O 1-chlorobutane-2,3-dione